N1C(C2(C=3C1=NC=CC3)CCCC2)=O spiro[cyclopentane-1,3'-pyrrolo[2,3-b]pyridin]-2'(1'h)-one